5-[[(3R,4R)-4-[4-hydroxy-4-[[7-(1-methylpyrazol-4-yl)-4-oxo-pyrrolo[2,1-f][1,2,4]triazin-3-yl]methyl]piperidine-1-carbonyl]-3-phenyl-1-piperidinyl]methyl]pyridine-2-carbonitrile OC1(CCN(CC1)C(=O)[C@H]1[C@@H](CN(CC1)CC=1C=CC(=NC1)C#N)C1=CC=CC=C1)CN1C=NN2C(C1=O)=CC=C2C=2C=NN(C2)C